BIS(2-BUTYLOCTYL) 10-(N-DECYL-5-(DIMETHYLAMINO)PENTANAMIDO)NONADECANEDIOATE C(CCCCCCCCC)N(C(CCCCN(C)C)=O)C(CCCCCCCCC(=O)OCC(CCCCCC)CCCC)CCCCCCCCC(=O)OCC(CCCCCC)CCCC